4-((S)-4,4-difluoro-1-((S)-1-oxo-1-((5-(2,3,4-trifluorophenoxy)pyrazin-2-yl)amino)propan-2-yl)piperidin-3-yl)pyridine 1-oxide FC1([C@H](CN(CC1)[C@H](C(NC1=NC=C(N=C1)OC1=C(C(=C(C=C1)F)F)F)=O)C)C1=CC=[N+](C=C1)[O-])F